CS1(=NC=2C(=CC(=CC2C(=C1)NC(C(=O)N)C)C(F)(F)F)C(F)(F)F)=O 2-[[3-methyl-3-oxo-8,10-bis(trifluoromethyl)-3λ6-thia-2-azabicyclo[4.4.0]deca-1(6),2,4,7,9-pentaen-5-yl]amino]propanamide